COC1=CC=C(C=N1)OC1CCN(CC1)C1=C(C=C2C(=N1)CN(C2)C(=O)C2(COC2)C)C (2-(4-((6-methoxypyridin-3-yl)oxy)piperidin-1-yl)-3-methyl-5,7-dihydro-6H-pyrrolo[3,4-b]pyridin-6-yl)(3-methyloxetan-3-yl)methanone